[N+](=O)([O-])C1=C(C(=O)O)C=C(C=C1)SSC=1C=CC(=C(C(=O)O)C1)[N+](=O)[O-] 5,5'-Dithio-bis-(2-nitrobenzoic acid)